((2R,3S,4S)-1-(1-(4-fluorophenyl)-1H-indazol-5-yl)-4-((1-methyl-1H-pyrazol-4-yl)methyl)-5-oxo-2-phenylpyrrolidin-3-yl)cyclopropanecarboxamide FC1=CC=C(C=C1)N1N=CC2=CC(=CC=C12)N1[C@H]([C@@H]([C@@H](C1=O)CC=1C=NN(C1)C)C1(CC1)C(=O)N)C1=CC=CC=C1